FC1=C(C=CC(=C1C(=O)C=1C=C2N=C(C=NC2=CC1)C=1C=NC=CC1)F)NC(C1=CC(=C(C=C1)F)F)=O N-(2,4-difluoro-3-(3-(pyridin-3-yl)quinoxaline-6-carbonyl)phenyl)-3,4-difluorobenzamide